CC(CCC#C)C 5-methyl-1-hexyne